FC=1C=C(C(=O)OC(C)(C)C)C=C(C1)F tert-butyl 3,5-difluorobenzoate